ClC1=C(C2=C(NC(O[C@@]23CN(CC(C3)(C)C)C(=O)C3=NN=C(N3)C(CC)C3=CC=C(C=C3)F)=O)C=C1)F (4R)-6-Chloro-5-fluoro-1'-(5-(1-(4-fluorophenyl)propyl)-4H-1,2,4-triazole-3-carbonyl)-5',5'-dimethylspiro[benzo[d][1,3]oxazine-4,3'-piperidin]-2(1H)-one